C(C1=CC=CC=C1)(=O)C1=C(C=CC=C1)N(C(CCl)=O)CC#C N-(2-benzoylphenyl)-2-chloro-N-(prop-2-yn-1-yl)acetamide